FC(C1=CC=C(C(=O)NCC(=O)OC)C=C1)(C1=CC=CC=C1)F methyl (4-(difluoro(phenyl)methyl)benzoyl)glycinate